6-chloro-5-fluoroisoquinolin ClC=1C(=C2C=CN=CC2=CC1)F